COC([C@@H](NC([C@@H](NC(=O)OC(C)(C)C)CC1=CC=CC=C1)=O)CSC([2H])([2H])[2H])=O N-((tert-butoxycarbonyl)-L-phenylalanyl)-S-(methyl-d3)-L-cysteine methyl ester